C(C)(C)(C)OC(N[C@@H](CC=C)C=1C=NC=C(C1)C1=C(C=NN1C(F)F)[N+](=O)[O-])=O (S)-(1-(5-(1-(difluoromethyl)-4-nitro-1H-pyrazol-5-yl)pyridin-3-yl)but-3-en-1-yl)carbamic acid tert-butyl ester